3-(3-bromo-2-hydroxy-anilino)-1-[(4-methoxyphenyl)methyl]piperidine-2,6-dione BrC=1C(=C(NC2C(N(C(CC2)=O)CC2=CC=C(C=C2)OC)=O)C=CC1)O